2-(2,6-dioxopiperidin-3-yl)-1-oxo-N-((R)-2,2,2-trifluoro-1-(2-fluorophenyl)ethyl)isoindoline-5-carboxamide O=C1NC(CCC1N1C(C2=CC=C(C=C2C1)C(=O)N[C@@H](C(F)(F)F)C1=C(C=CC=C1)F)=O)=O